rac-3-amino-N,N-dimethylspiro[bicyclo[2.2.1]heptane-2,1'-cyclohexane]-3'-carboxamide NC1C2CCC(C2)C12CC(CCC2)C(=O)N(C)C